8-(1-aminoethyl)-6-methyl-2-morpholino-3-(2,2,2-trifluoroethyl)quinazolin-4(3H)-one NC(C)C=1C=C(C=C2C(N(C(=NC12)N1CCOCC1)CC(F)(F)F)=O)C